(2S,3R,4S)-2-[[3-[2-(3-tert-butoxy-3-oxo-propoxy)-3,5-difluoro-phenyl]-2-fluoro-phenyl]methyl]-4-fluoro-3-(fluoromethylsulfonylamino)piperidine-1-carboxylic acid benzyl ester C(C1=CC=CC=C1)OC(=O)N1[C@H]([C@H]([C@H](CC1)F)NS(=O)(=O)CF)CC1=C(C(=CC=C1)C1=C(C(=CC(=C1)F)F)OCCC(=O)OC(C)(C)C)F